FC1=C(C(=CC=C1)C)N1N=C2C(=C(C1=O)C)NN=C2C2=CC=C(C=C2)N2CCN(CC2)C 5-(2-fluoro-6-methylphenyl)-7-methyl-3-(4-(4-methylpiperazin-1-yl)phenyl)-1H-pyrazolo[4,3-c]pyridazin-6(5H)-one